N-(t-butoxycarbonyl)alanine C(C)(C)(C)OC(=O)N[C@@H](C)C(=O)O